((3aR,5r,6aS)-5-(6-chloro-1H-indazol-4-yl)-5-hydroxyhexahydro-cyclopenta[c]pyrrol-2(1H)-yl)(cyclopentyl)methanone ClC1=CC(=C2C=NNC2=C1)C1(C[C@@H]2[C@@H](CN(C2)C(=O)C2CCCC2)C1)O